CN1N=C(C=C1C1=CN=C(C=2N=CN=CC21)NCC2=C(C=CC1=C2CCO1)F)C 5-(1,3-dimethyl-1H-pyrazol-5-yl)-N-((5-fluoro-2,3-dihydrobenzofuran-4-yl)methyl)pyrido[3,4-d]pyrimidin-8-amine